COC(=O)C1(CN(CC1)C(C1=CC=CC=C1)(C1=CC=CC=C1)C1=CC=CC=C1)CCC=O 3-(3-oxopropyl)-1-tritylpyrrolidine-3-carboxylic acid methyl ester